FC1=C(C=C(C=C1)F)NC1=CC=NC2=NC(=CC=C12)C N-(2,5-difluorophenyl)-7-methyl-1,8-naphthyridin-4-amine